4-bromo-6-chloro-5-(2-fluoroprop-1-en-1-yl)-1-(tetrahydro-2H-pyran-2-yl)-1H-indazole BrC1=C2C=NN(C2=CC(=C1C=C(C)F)Cl)C1OCCCC1